6-[(2R,5S)-5-methyl-2-piperidyl]-2-tetrahydropyran-4-yl-indazole C[C@H]1CC[C@@H](NC1)C=1C=CC2=CN(N=C2C1)C1CCOCC1